CC1(CCC(CC1)(OOC(C)(C)C)C)OOC(C)(C)C 2,5-dimethyl-2,5-di(t-butylperoxy)cyclohexane